OCCOC1=CC=C(C=C1)C1(C=2C=CC=CC2CC=2C3=C(C=CC12)C=CC=C3)C3=CC=C(C=C3)OCCO 7,7-bis[4-(2-hydroxyethoxy)phenyl]benzanthracene